3-(3-bromopropyloxy)-9-(diethylamino)-5H-benzo[a]Phenothiazine-5-one BrCCCOC1=CC2=C(C3=NC4=CC=C(C=C4SC3=CC2=O)N(CC)CC)C=C1